C(#N)C1=C(C=C(C=C1F)C=C(C)C)N1CC2CCC(C1)N2C(=O)OC(C)(C)C tert-butyl 3-(2-cyano-3-fluoro-5-(2-methylprop-1-en-1-yl)phenyl)-3,8-diazabicyclo[3.2.1]octane-8-carboxylate